((3S,4S)-4-azidotetrahydro-2H-pyran-3-yl)-6-(2,6-dichloro-3,5-dimethoxyphenyl)thieno[2,3-d]Pyrimidin-2-amine N(=[N+]=[N-])[C@@H]1[C@H](COCC1)C=1C2=C(N=C(N1)N)SC(=C2)C2=C(C(=CC(=C2Cl)OC)OC)Cl